The molecule is an aromatic amide that is acetamide in which the amino hydrogens have been replaced by a propan-2-yl and 4-fluorophenyl groups while the methyl hydrogen is replaced by a [5-(trifluoromethyl)-1,3,4-thiadiazol-2-yl]oxy group. It has a role as an environmental contaminant, a xenobiotic and a herbicide. It is a member of monofluorobenzenes, an aromatic amide and a member of thiadiazoles. CC(C)N(C1=CC=C(C=C1)F)C(=O)COC2=NN=C(S2)C(F)(F)F